C(#N)C=1C=C(COC=2C=C(C(=O)O)C=CC2)C=CC1 3-((3-cyanobenzyl)oxy)benzoic acid